ClC1=CC2=C(C=N1)C(=NN2C)C 6-chloro-1,3-dimethyl-1H-pyrazolo[4,3-c]pyridine